CN[C@H]([C@H](O)C1=CC=CC=C1)C |o1:2,3| rel-(R,S)-2-(methylamino)-1-phenylpropan-1-ol